4-(6-fluoro-1-(4-(trifluoromethyl)phenyl)-1H-indazol-3-yl)-1-((4-(methylamino)pyrimidin-2-yl)methyl)pyridin-2(1H)-one FC1=CC=C2C(=NN(C2=C1)C1=CC=C(C=C1)C(F)(F)F)C1=CC(N(C=C1)CC1=NC=CC(=N1)NC)=O